N-((6-chloro-5-(pyrazolo[1,5-a]pyridin-5-yl)-2,3-dihydro-1H-inden-4-yl)carbamoyl)-1-cyclopropyl-1H-pyrazole-3-sulfonamide ClC1=C(C(=C2CCCC2=C1)NC(=O)NS(=O)(=O)C1=NN(C=C1)C1CC1)C1=CC=2N(C=C1)N=CC2